BrC1=CN=C(C(=N1)N)C#CC1(CCC1)C(F)(F)F 6-bromo-3-[2-[1-(trifluoromethyl)cyclobutyl]ethynyl]pyrazin-2-amine